[Cu].[Dy].[Sn].[Pb] lead-tin-dysprosium-copper